The molecule is a nucleotide-sugar oxoanion arising from deprotonation of the free diphosphate OH groups of dTDP-4-dehydro-6-deoxy-beta-D-gulose. It is a conjugate base of a dTDP-4-dehydro-6-deoxy-beta-D-gulose. C[C@@H]1C(=O)[C@H]([C@H]([C@@H](O1)OP(=O)([O-])OP(=O)([O-])OC[C@@H]2[C@H](C[C@@H](O2)N3C=C(C(=O)NC3=O)C)O)O)O